(1-butyl)-2,4-diamino-1,3,5-triazine C(CCC)C1=NC(=NC(=N1)N)N